C(C)(C)(C)OC(=O)NC(=NC1=C(C=CC(=C1)C(=O)O)O)NC(=O)OC(C)(C)C N,N'-di-t-butoxycarbonyl-N''-(2-hydroxy-5-carboxyphenyl)guanidine